tris-(2-chloropropyl)phosphate ClC(COP(=O)(OCC(C)Cl)OCC(C)Cl)C